1,4-bis(carboxymethyl)-6-[bis(carboxymethyl)]amino-6-methyl-perhydro-1,4-diazepine C(=O)(O)CN1CCN(CC(C1)(C)N(CC(=O)O)CC(=O)O)CC(=O)O